butyl 6-((4-amino-3-(2-aminobenzo[d]oxazol-5-yl)-1H-pyrazolo[3,4-d]pyrimidin-1-yl)methyl)-3,4-dihydroisoquinoline-2(1H)-carboxylate NC1=C2C(=NC=N1)N(N=C2C=2C=CC1=C(N=C(O1)N)C2)CC=2C=C1CCN(CC1=CC2)C(=O)OCCCC